8-fluoro-1H-pyrano[4,3-c]pyridin-1-one hydrochloride Cl.FC=1C2=C(C=NC1)C=COC2=O